5-(3,4-dihydroxyphenyl)-5,6-dihydropyrido[2,3-d]pyrimidine-4,7(3H,8H)-dione OC=1C=C(C=CC1O)C1CC(NC=2N=CNC(C21)=O)=O